FC1=C(C=CC(=C1)F)C1=CC(=C(C=C1)OC)NC1=NC=NC2=CC(=C(C=C12)NC(C=C)=O)N1CCC(CC1)N1CCOCC1 N-(4-((2',4'-difluoro-4-methoxy-[1,1'-biphenyl]-3-yl)amino)-7-(4-morpholino-piperidin-1-yl)quinazolin-6-yl)acrylamide